2-(trifluoromethyl)thiazole-5-carboxylic acid FC(C=1SC(=CN1)C(=O)O)(F)F